C(Cl)Cl.[Br] bromine methylene dichloride